(6S)-2-(3,4-dimethoxyphenyl)-6-(1-(8-isopropyl-8-azabicyclo[3.2.1]octan-3-yl)piperidin-4-yl)-5,6,7,8-tetrahydroimidazo[1,2-a]pyridine COC=1C=C(C=CC1OC)C=1N=C2N(C[C@@H](CC2)C2CCN(CC2)C2CC3CCC(C2)N3C(C)C)C1